N-(4-cyano-2-fluoro-phenyl)-5-(3-fluoro-5-methyl-phenyl)-1H-pyrrole-3-sulfonamide C(#N)C1=CC(=C(C=C1)NS(=O)(=O)C1=CNC(=C1)C1=CC(=CC(=C1)C)F)F